Methyl 2-((4-fluoro-2-formylphenyl)amino)-5-(trifluoromethyl)benzoate FC1=CC(=C(C=C1)NC1=C(C(=O)OC)C=C(C=C1)C(F)(F)F)C=O